C1(CCCC1)C1=C(C=C(CNC2=CC=CC=C2)C=C1)C(F)(F)F (4-cyclopentyl-3-(trifluoromethyl)benzyl)aniline